2-(4-fluorophenyl)-N-{4-[3-(2-furyl)-5-methyl-4-oxo-4,5-dihydro-1H-pyrrolo[3,2-c]pyridin-2-yl]pyridin-2-yl}propanamide FC1=CC=C(C=C1)C(C(=O)NC1=NC=CC(=C1)C1=C(C=2C(N(C=CC2N1)C)=O)C=1OC=CC1)C